O[C@@H](C(=O)OCC)CCC1=CC=CC=C1 (R)-ethyl 2-hydroxy-4-phenylbutyrate